[N+](=O)([O-])C=1C=C2CCCS(C2=CC1)(=O)=O 6-nitrothiochromane 1,1-dioxide